(R)-(2-(3-((3-carbamoyl-5-ethyl-6-isobutylpyrazin-2-yl)amino)phenyl)propyl)carbamic acid tert-butyl ester C(C)(C)(C)OC(NC[C@H](C)C1=CC(=CC=C1)NC1=NC(=C(N=C1C(N)=O)CC)CC(C)C)=O